OC1(CN(CC1)C=O)C(F)(F)F (3-hydroxy-3-(trifluoromethyl)pyrrolidin-1-yl)methanone